4-(1-(cyclopropylmethyl)-2-(hydroxymethyl)-1H-indol-7-yl)piperidine-1-carboxylic acid tert-butyl ester C(C)(C)(C)OC(=O)N1CCC(CC1)C=1C=CC=C2C=C(N(C12)CC1CC1)CO